(E)-6-chloro-3,4-dihydronaphthalen-1(2H)-one O-methyloxime CO\N=C\1/CCCC2=CC(=CC=C12)Cl